tert-butyl 3-(2-(3-(((S)-2-(((benzyloxy)carbonyl)amino)-4-phenylbutanamido)methyl)-4,5-dimethylphenoxy)ethyl)piperidine-1-carboxylate C(C1=CC=CC=C1)OC(=O)N[C@H](C(=O)NCC=1C=C(OCCC2CN(CCC2)C(=O)OC(C)(C)C)C=C(C1C)C)CCC1=CC=CC=C1